C(#N)CC1CCN(CC1)N1C(=NC=2C1=C1C(=NC2)NC=C1)/N=N/C=1C=CC(=C(C(=O)OCC2=CC=CC=C2)C1)O benzyl (E)-5-((1-(4-(cyanomethyl)piperidin-1-yl)-1,6-dihydroimidazo[4,5-d]pyrrolo[2,3-b]pyridin-2-yl)diazenyl)-2-hydroxybenzoate